C(C)C1N(C2=NC=C(C=C2CC1)CC)S(=O)(=O)C=1C=CC(=C(CO)C1)OCC1CCOCC1 5-((2,6-diethyl-3,4-dihydro-1,8-naphthyridin-1(2H)-yl)sulfonyl)-2-((tetrahydro-2H-pyran-4-yl)methoxy)benzyl Alcohol